NC1CCC(CC1)NC1=NC2=C(C=C(C=C2C=N1)C=1C=CC(=NC1)NS(=O)(=O)C1=C(C=CC=C1)Cl)CC N-(5-(2-(((1r,4r)-4-aminocyclohexyl)amino)-8-ethylquinazolin-6-yl)pyridin-2-yl)-2-chloro-benzenesulfonamide